FC=1C=C(C=NC1)C1CC2(CN(C2)C=O)C1 [6-(5-fluoro-3-pyridinyl)-2-azaspiro[3.3]heptan-2-yl]methanone